COC(=O)NC1=CC=C(C(=O)N[C@@H](C(=O)OC(C)(C)C)CC2=CC=CC=C2)C=C1 tert-butyl (R)-2-{4-[(methoxycarbonyl) amino] benzamido}-3-phenylpropionate